NC=1C(NC2=CC(=C(C=C2C1C=1C2=CN(N=C2C(=CC1)Cl)C1OCCCC1)Br)F)=O 3-Amino-6-bromo-4-[7-chloro-2-(oxan-2-yl)indazol-4-yl]-7-fluoro-1H-quinolin-2-one